ClC=1C(=NNC1)C1=NC(=NC=C1C(F)(F)F)N[C@@H]1CC[C@H](CC1)N(C(OCCOC)=O)C1=NC=C(N=C1)C=1C=NC(=NC1)OC 2-methoxyethyl (trans-4-((4-(4-chloro-1H-pyrazol-3-yl)-5-(trifluoromethyl)pyrimidin-2-yl) amino) cyclohexyl)(5-(2-methoxypyrimidin-5-yl)pyrazin-2-yl)carbamate